C(C)(C)(C)C=1SC(=CN1)CN1CC2(CN(C2)C(=O)N2CC3(C2)NC(CC3)=O)C1 2-[6-[(2-tert-butylthiazol-5-yl)methyl]-2,6-diazaspiro[3.3]heptane-2-carbonyl]-2,5-diazaspiro[3.4]octan-6-one